NC1=C(C=2C(=NC=C(C2S1)F)C=1C2=C(C=3C=NC(=NC3C1F)N1C=NC(=C1)CN(C)C)COC2)C#N 2-Amino-4-(3-(4-((dimethylamino)methyl)-1H-imidazol-1-yl)-5-fluoro-7,9-dihydrofuro[3,4-f]quinazolin-6-yl)-7-fluorothieno[3,2-c]pyridine-3-carbonitrile